NCCOCCOCCOCCOCCOCCOCCOCCOCCOCCOCCOCCOCCNC(COC1C#CCCCCC1)=O N-(38-amino-3,6,9,12,15,18,21,24,27,30,33,36-dodecaoxaoctatriacontan-1-yl)-2-(cyclooct-2-yn-1-yloxy)acetamide